(2-(3,5-dichlorophenyl)-6-((2-(methylthio)pyrimidin-5-yl)amino)pyridin-4-yl)methanol ClC=1C=C(C=C(C1)Cl)C1=NC(=CC(=C1)CO)NC=1C=NC(=NC1)SC